F[C@H]1[C@@]2(CC[C@](C[C@H]1N(C=1N=NC(=CN1)C1=C(C=C(C=C1)C=1C=NNC1)O)C)(N2)C)C 2-(3-(((1S,2R,3R,5R)-2-fluoro-1,5-dimethyl-8-azabicyclo[3.2.1]oct-3-yl)(methyl)amino)-1,2,4-triazin-6-yl)-5-(1H-pyrazol-4-yl)phenol